(S)-2-(2,6-DIOXOPIPERIDIN-3-YL)-4-((2-FLUORo-4-((3-MORPHOLINOAZETIDIN-1-YL)METHYL)BENZYL)AMINO)ISOINDOLIN-1,3-DION O=C1NC(CC[C@@H]1N1C(C2=CC=CC(=C2C1=O)NCC1=C(C=C(C=C1)CN1CC(C1)N1CCOCC1)F)=O)=O